methacryloxypropyltris((trimethylsiloxysilyl)ethyldimethylsiloxy)silane C(C(=C)C)(=O)OCCC[Si](O[Si](CC[SiH2]O[Si](C)(C)C)(C)C)(O[Si](CC[SiH2]O[Si](C)(C)C)(C)C)O[Si](C)(C)CC[SiH2]O[Si](C)(C)C